N,N'-bis-(3,5-di-tert-butyl-4-hydroxyphenyl-propionyl)-hexamethylenediamine C(C)(C)(C)C=1C=C(C=C(C1O)C(C)(C)C)CCC(=O)NCCCCCCNC(CCC1=CC(=C(C(=C1)C(C)(C)C)O)C(C)(C)C)=O